S-(tetrahydrofuran-2-yl) 2-chlorothiophosphate P(=O)(SC1OCCC1)([O-])Cl